2-amino-N-(4-hydroxybicyclo[2.2.2]oct-1-yl)-5-(4-((1R,5S)-3-(tetrahydro-2H-pyran-4-yl)-3-azabicyclo[3.1.0]hex-1-yl)phenyl)nicotinamide fumarate C(\C=C\C(=O)O)(=O)O.NC1=C(C(=O)NC23CCC(CC2)(CC3)O)C=C(C=N1)C1=CC=C(C=C1)[C@@]13CN(C[C@H]3C1)C1CCOCC1